COC1=C(C=C2C(=NC=NC2=C1)N)NC1CCNCC1 7-methoxy-6-N-(piperidin-4-yl)quinazoline-4,6-diamine